FC(C1=CC=2N(C=C1NC(=O)N1CCC=3C1=NC=CC3N3C[C@H](N([C@H](C3)C)C(=O)OC(C)(C)C)C)C=C(N2)C)F tert-butyl (2R,6S)-4-(1-((7-(difluoromethyl)-2-methylimidazo[1,2-a]pyridin-6-yl)carbamoyl)-2,3-dihydro-1H-pyrrolo[2,3-b]pyridin-4-yl)-2,6-dimethylpiperazine-1-carboxylate